OC=1C=C2CCOC(C2=CC1O)(C)C (R)-6,7-dihydroxy-1,1-dimethylisochroman